2-[2-(1-piperidinyl)ethoxy]ethyl-N-(2-cyanoethyl)-amine N1(CCCCC1)CCOCCNCCC#N